4-hydroxyphenylalanine OC1=CC=C(C[C@H](N)C(=O)O)C=C1